CC1=CC(=NC=2N1N(CC2)[C@H](C(F)(F)F)C)C2=COC(=C2)C (S)-7-methyl-5-(5-methylfuran-3-yl)-N-(1,1,1-trifluoropropan-2-yl)pyrazolo[1,5-a]Pyrimidine